methyl 3-chloro-4-[1-methyl-4-(trifluoromethyl)imidazol-2-yl]benzoate ClC=1C=C(C(=O)OC)C=CC1C=1N(C=C(N1)C(F)(F)F)C